3-((tert-Butoxycarbonyl)amino)-4-(6-(4-((5-chloro-3-fluoropyridin-2-yl)oxy)phenyl)-5-fluoropyridin-2-yl)butyric acid C(C)(C)(C)OC(=O)NC(CC(=O)O)CC1=NC(=C(C=C1)F)C1=CC=C(C=C1)OC1=NC=C(C=C1F)Cl